3,3-dimethyl-4-[6-(trifluoromethyl)-3-pyridyl]azetidin-2-one CC1(C(NC1C=1C=NC(=CC1)C(F)(F)F)=O)C